[Cl-].C(CCCCCCCCCCCCCCCCC)[N+]1=CC=CC=C1 N-stearyl-pyridinium chloride